6-fluoro-5-(1-(2-fluorophenyl)ethyl)-3-((2-(methylsulfonyl)benzyl)amino)-4H-benzo[e][1,2,4]thiadiazine 1,1-dioxide FC=1C=CC2=C(NC(=NS2(=O)=O)NCC2=C(C=CC=C2)S(=O)(=O)C)C1C(C)C1=C(C=CC=C1)F